ClC1=C(C=C(CN2CC3(CC2)CCN(CC3)C(=O)N3N=C(C=C3)C(=O)O)C=C1)N1CC3C(C1)COC3 1-(2-(4-chloro-3-(tetrahydro-1H-furo[3,4-c]pyrrol-5(3H)-yl)benzyl)-2,8-diazaspiro[4.5]decane-8-carbonyl)-1H-pyrazole-3-carboxylic acid